C(\C=C\C(=O)O)(=O)O.C(\C=C\C(=O)O)(=O)O.CN1[C@@](CCC1)(C)CNC1=NC=C(C(=N1)C)C1=C(C=C(C=C1)C(F)(F)F)F (R)-N-((1,2-dimethylpyrrolidin-2-yl)methyl)-5-(2-fluoro-4-(trifluoromethyl)phenyl)-4-methyl-pyrimidin-2-amine, di-fumarate salt